pyrido[3,4-d]pyrimidin-6(7H)-one N1=CN=CC=2C1=CNC(C2)=O